benzyl 8-({2-[(α-D-mannopyranosyl-(1→3)-[α-D-mannopyranosyl-(1→6)]-β-D-glucopyranosyl)oxy]ethyl}amino)-8-oxo-octanoate [C@H]1([C@@H](O)[C@@H](O)[C@H](O)[C@H](O1)CO)O[C@@H]1[C@H]([C@@H](O[C@@H]([C@H]1O)CO[C@@H]1[C@@H](O)[C@@H](O)[C@H](O)[C@H](O1)CO)OCCNC(CCCCCCC(=O)OCC1=CC=CC=C1)=O)O